N1-(4-aminophenyl)benzene-1,4-diamine NC1=CC=C(C=C1)NC1=CC=C(C=C1)N